2-bromo-N-(6-(4-isopropyl-4H-1,2,4-triazol-3-yl)pyridin-2-yl)-1H-indole-3-carboxamide BrC=1NC2=CC=CC=C2C1C(=O)NC1=NC(=CC=C1)C1=NN=CN1C(C)C